FC=1C=C(C=C(C1CNCCN1C(CCC1)=O)OC)C1=C(C(=CC=C1)C1=C(C(=CC=C1)NC1=NC=CC=2C1=NC=CN2)C)C 1-(2-(((3-fluoro-5-methoxy-2',2''-dimethyl-3''-(pyrido[3,4-b]pyrazin-5-ylamino)-[1,1':3',1''-terphenyl]-4-yl)methyl)amino)ethyl)pyrrolidin-2-one